CN(/C=C/C(=O)C1=C(C=CC=C1)F)C (E)-3-(dimethyl-amino)-1-(2-fluorophenyl)prop-2-en-1-one